rac-7-(4-azaspiro[2.5]octan-7-yl)-2-[2-methyl-8-(trifluoromethyl)imidazo[1,2-b]pyridazin-6-yl]pyrido[1,2-a]pyrimidin-4-one C1CC12NCC[C@H](C2)C=2C=CC=1N(C(C=C(N1)C=1C=C(C=3N(N1)C=C(N3)C)C(F)(F)F)=O)C2 |r|